C(C1=CC=CC=C1)OC1=CC=C(C=C1)NC1=C(C=NC2=CC(=C(C=C12)NC(C)=O)OCC)C#N N-(4-(4-(benzyloxy)phenylamino)-3-cyano-7-ethoxyquinolin-6-yl)acetamide